BrC=1C(=CC(=NC1)C(=O)N1CCN(CC1)C=1C=CC(=NC1)N)OC 5-[4-(5-bromo-4-methoxypyridine-2-carbonyl)piperazin-1-yl]pyridin-2-amine